N1C=NC(=C1)NC1=NC=CC(=C1)N1N=C(C2=CC=CC(=C12)C#CC(C)(C)C)N (2-((1H-imidazol-4-yl)amino)pyridin-4-yl)-7-(3,3-dimethylbut-1-yn-1-yl)-1H-indazol-3-amine